6-fluoro-5-(piperazin-1-yl)-2,3-dihydrobenzo[b]thiophene 1,1-dioxide FC=1C(=CC2=C(S(CC2)(=O)=O)C1)N1CCNCC1